[PH2](O)=O.OCC[Ni]C1CCCCC1 hydroxyethyl-cyclohexyl-nickel phosphinate